Methyl-octyl-dodecyl-ammonium tetrakis(pentafluorophenyl)borate FC1=C(C(=C(C(=C1[B-](C1=C(C(=C(C(=C1F)F)F)F)F)(C1=C(C(=C(C(=C1F)F)F)F)F)C1=C(C(=C(C(=C1F)F)F)F)F)F)F)F)F.C[NH+](CCCCCCCCCCCC)CCCCCCCC